trans-diethyl cyclopropane-1,2-dicarboxylate [C@@H]1([C@@H](C1)C(=O)OCC)C(=O)OCC